4-(5-hydroxy-pyrimidin-2-yl)piperazine-1-carboxylic acid tert-butyl ester C(C)(C)(C)OC(=O)N1CCN(CC1)C1=NC=C(C=N1)O